BrC=1C=C(C=CC1)C(CCCC(CSCC(=O)OC)(C)C)O Methyl 2-((6-(3-bromophenyl)-6-hydroxy-2,2-dimethylhexyl)thio)acetate